CO[C@H](CN1N=CC(=C1)NC1=NC(=NC=C1)C1=CC=C(C=C1)N1C(NCC1)=O)C (S)-1-(4-(4-((1-(2-methoxypropyl)-1H-pyrazol-4-yl)amino)pyrimidin-2-yl)phenyl)imidazolidin-2-one